β,β,3,5-tetrafluoro-4-pyridinepropanoic acid FC(CC(=O)O)(C1=C(C=NC=C1F)F)F